(2E)-6-(4-chlorophenyl)-5-phenyl-N-[[5-(trifluoromethyl)-2-pyridyl]sulfonyl]-4,5-dihydro-3H-pyridazine-2-carboximidoyl chloride ClC1=CC=C(C=C1)C=1C(CCN(N1)C(=NS(=O)(=O)C1=NC=C(C=C1)C(F)(F)F)Cl)C1=CC=CC=C1